5-benzyl-N-(4-(5-(2-hydroxy-2-methylpropoxy)-2-methylphenyl)pyridin-2-yl)-4H-1,2,4-triazole-3-carboxamide C(C1=CC=CC=C1)C=1NC(=NN1)C(=O)NC1=NC=CC(=C1)C1=C(C=CC(=C1)OCC(C)(C)O)C